(S)-N-(1-(4-(cyclopropanesulphonylamino)pyridin-2-yl)-3-(piperidin-1-yl)propyl)-5-(6-ethoxypyrazin-2-yl)thiazole-2-carboxamide C1(CC1)S(=O)(=O)NC1=CC(=NC=C1)[C@H](CCN1CCCCC1)NC(=O)C=1SC(=CN1)C1=NC(=CN=C1)OCC